3-(3-((5-Bromo-2-((1-(1-methylpiperidin-4-yl)-1H-pyrazol-4-yl)amino)pyrimidin-4-yl)amino)propyl)-1,3-oxazinan-2-on BrC=1C(=NC(=NC1)NC=1C=NN(C1)C1CCN(CC1)C)NCCCN1C(OCCC1)=O